ethanol di-(2,2,2-trifluoroacetate) FC(C(=O)O)(F)F.FC(C(=O)O)(F)F.C(C)O